Benzyl-(2-(cyclopropylamino)ethyl)-carbamic acid tert-butyl ester C(C)(C)(C)OC(N(CCNC1CC1)CC1=CC=CC=C1)=O